7-chloro-2-(3,5-difluorophenyl)-3-methoxy-4H-chromen-4-one ClC1=CC=C2C(C(=C(OC2=C1)C1=CC(=CC(=C1)F)F)OC)=O